4-acetyl-6-bromo-N-[(2,4-dimethoxyphenyl)methyl]pyridine-2-carboxamide C(C)(=O)C1=CC(=NC(=C1)Br)C(=O)NCC1=C(C=C(C=C1)OC)OC